beta-d-galactose pentaacetate C(C)(=O)O[C@H]1[C@H](OC(C)=O)[C@@H](OC(C)=O)[C@@H](OC(C)=O)[C@H](O1)COC(C)=O